tert-butyl 4-[2-(4-nitrophenoxy)ethoxy]piperidine-1-carboxylate [N+](=O)([O-])C1=CC=C(OCCOC2CCN(CC2)C(=O)OC(C)(C)C)C=C1